1-methyl-4-(nitromethyl)cyclohex-3-en-1-ol CC1(CC=C(CC1)C[N+](=O)[O-])O